(2-fluoro-3'-methylbiphenyl-4-yl)-3,6-dihydro-2H-1,3,4-oxadiazin-2-one FC1=C(C=CC(=C1)N1C(OCC=N1)=O)C1=CC(=CC=C1)C